C(CCCC(=O)OC)(=O)[O-] 5-methyl glutarate